CC(CO)=C 2-methyl-2-propenol